5-[(4-methylpiperazin-1-yl)methyl]Benzene-1,3-diamine CN1CCN(CC1)CC=1C=C(C=C(C1)N)N